(S)-8-(2-amino-6-((R)-2,2,2-trifluoro-1-(4-(2-oxo-1,2-dihydroquinolin-6-yl)phenyl)ethoxy)pyrimidin-4-yl)-2,8-diazaspiro[4.5]decane-3-carboxylic acid NC1=NC(=CC(=N1)N1CCC2(C[C@H](NC2)C(=O)O)CC1)O[C@@H](C(F)(F)F)C1=CC=C(C=C1)C=1C=C2C=CC(NC2=CC1)=O